BrC1=C(C=CC(=C1)C(F)(F)F)C=1C=C2CCN(C(C2=CC1)=O)C=1C=CC(=C(C1)NS(=O)(=O)CC)OCOCCOC N-(5-(6-(2-bromo-4-(trifluoromethyl)phenyl)-1-oxo-3,4-dihydroisoquinolin-2(1H)-yl)-2-((2-methoxyethoxy)methoxy)phenyl)ethanesulfonamide